(S)-4-(3-((S)-1-amino-4-guanidinobutyl)-1,2,4-oxadiazol-5-yl)-4-(3-((S)-1-carboxy-2-phenylethyl)ureido)butanoic Acid N[C@@H](CCCNC(=N)N)C1=NOC(=N1)[C@H](CCC(=O)O)NC(=O)N[C@@H](CC1=CC=CC=C1)C(=O)O